(E)-1-(4-((2-(3-((tert-butyldimethylsilyl)oxy)propoxy)-4-carbamoyl-6-nitrophenyl)amino)but-2-en-1-yl)-2-(1-ethyl-3-methyl-1H-pyrazole-5-carboxamido)-1H-benzo[d]imidazole-5-carboxamide [Si](C)(C)(C(C)(C)C)OCCCOC1=C(C(=CC(=C1)C(N)=O)[N+](=O)[O-])NC/C=C/CN1C(=NC2=C1C=CC(=C2)C(=O)N)NC(=O)C2=CC(=NN2CC)C